(1-(3-hydroxynaphthalen-1-yl)cyclopropyl)-2-methyl-5-((1-methyl-azetidin-2-yl)methoxy)benzamide OC=1C=C(C2=CC=CC=C2C1)C1(CC1)C=1C(=C(C(=O)N)C=C(C1)OCC1N(CC1)C)C